2-(2-(5-acetylamino-2,4-dichlorophenyl)hydrazono)propionic acid C(C)(=O)NC=1C(=CC(=C(C1)NN=C(C(=O)O)C)Cl)Cl